N-(4-((4-Methylpiperazin-1-yl)methyl)-3-(trifluoromethyl)phenyl)-5-((6-((tetrahydro-1H-pyrrolizin-7a(5H)-yl)methoxy)imidazo[1,2-b]pyridazin-3-yl)ethynyl)nicotinamide CN1CCN(CC1)CC1=C(C=C(C=C1)NC(C1=CN=CC(=C1)C#CC1=CN=C2N1N=C(C=C2)OCC21CCCN1CCC2)=O)C(F)(F)F